2-hydroxyl-1,3,5-benzenetrialdehyde OC1=C(C=C(C=C1C=O)C=O)C=O